CN1C=CC=C1 1-methylpyrrole